ClC1=CC=C2C(=CNC2=C1OC)S(=O)(=O)NC1=NC=C(C(=N1)OC)CCC(F)F 6-chloro-N-[5-(3,3-difluoropropyl)-4-methoxy-pyrimidin-2-yl]-7-methoxy-1H-indole-3-sulfonic acid amide